O(C1=CC=CC=C1)C1=CC=C(C=C1)N1CNC2=C(C1N)C=CN=C2 3-(4-phenoxyphenyl)-1H-pyrido[3,4-D]pyrimidin-4-amine